BrC1=CC=C(C=C1)C(CCC=C(C)C)=O 1-(4-bromophenyl)-5-methyl-4-hexen-1-one